C12(CC3CC(CC(C1)C3)C2)NCCN Adamantyl-Ethylendiamin